C1(=CC=CC=C1)CS(=O)(=O)OC1=C(OC(C1=O)C1=C(C(=CC=C1)Cl)F)N 2-amino-5-(3-chloro-2-fluorophenyl)-4-oxo-4,5-dihydrofuran-3-yl phenylmethanesulfonate